rel-N6-[(2R)-2-amino-2-phenyl-propyl]-1-methyl-N4-[6-(trifluoromethyl)-3-pyridinyl]pyrazolo[3,4-d]pyrimidine-4,6-diamine N[C@](CNC1=NC(=C2C(=N1)N(N=C2)C)NC=2C=NC(=CC2)C(F)(F)F)(C)C2=CC=CC=C2 |o1:1|